C(C)(=O)OC(C)(C=CC(C(C)O)=O)C 6-hydroxy-2-methyl-5-oxohept-3-en-2-yl acetate